FC1=C(OC2=CC=C(C=N2)S(=O)(=O)N2[C@H]([C@@H]3CC[C@H](C2)N3C(=O)OCCOC)C(NO)=O)C=CC(=C1)F 2-methoxyethyl (1S,2R,5R)-3-((6-(2,4-difluoro-phenoxy)pyridin-3-yl)sulfonyl)-2-(hydroxycarbamoyl)-3,8-diazabicyclo-[3.2.1]octane-8-carboxylate